2-(4-aminophenyl)naphthalene NC1=CC=C(C=C1)C1=CC2=CC=CC=C2C=C1